ClC=1N=NC(=CC1C(=O)NCCC1=NN=CN1C)Cl 3,6-dichloro-N-[2-(4-methyl-4H-1,2,4-triazol-3-yl)ethyl]pyridazine-4-carboxamide